N-(4-bromo-2-(1-phenylethenyl)phenyl)-N-(but-3-en-1-yl)-4-methylbenzenesulfonamide-1-d BrC1=CC(=C(C=C1)N(S(=O)(=O)C1(CC=C(C=C1)C)[2H])CCC=C)C(=C)C1=CC=CC=C1